NC(CCN1N=C(C=C1C(F)F)C(=O)OCC)=O ethyl 1-(3-amino-3-oxopropyl)-5-(difluoromethyl)-1H-pyrazole-3-carboxylate